2-(4-Methyl-1-piperazinyl)ethanol CN1CCN(CC1)CCO